5-(Benzyloxy)-3-isopropyl-2-(2-methylpyridin-4-yl)-1H-indol C(C1=CC=CC=C1)OC=1C=C2C(=C(NC2=CC1)C1=CC(=NC=C1)C)C(C)C